ClC1=CC2=C(C3NC(N(C(O2)(C3)C)C3=CC(=CC=C3)C(=O)N3CC2=CC=CC=C2CC3)=O)C=C1 9-Chloro-2-methyl-3-(3-(1,2,3,4-tetrahydroisoquinoline-2-carbonyl)phenyl)-5,6-dihydro-2H-2,6-methanobenzo[g][1,3,5]oxadiazocin-4(3H)-one